(R)-2-methylbutane-2,3-diol CC(C)([C@@H](C)O)O